N-(3-((4-benzoylpiperazin-1-yl)methyl)phenyl)-2-chloro-N-((2-chlorophenyl)sulfonyl)benzenesulfonamide C(C1=CC=CC=C1)(=O)N1CCN(CC1)CC=1C=C(C=CC1)N(S(=O)(=O)C1=C(C=CC=C1)Cl)S(=O)(=O)C1=C(C=CC=C1)Cl